Cl.CC1(OC2=C(CNC1)C=CC=N2)C 2,2-dimethyl-2,3,4,5-tetrahydropyrido[3,2-f][1,4]oxazepine, hydrochloride